FC1(CCN(CC1)C1=NC(=CC(=N1)NC(=O)C=1C(=NC(=NC1)NS(=O)(=O)CCO)N1CCC2(CC2)CC1)C)F N-(2-(4,4-Difluoropiperidin-1-yl)-6-methylpyrimidin-4-yl)-2-((2-hydroxyethyl)sulfonamido)-4-(6-azaspiro[2.5]octan-6-yl)pyrimidin-5-carboxamid